Henicosanol C(CCCCCCCCCCCCCCCCCCCC)O